N-(4-((4-(2-(2,3'-dichloro-6-cyano-[1,1'-biphenyl]-4-yl)propan-2-yl)phenoxy)methyl)pyrimidin-2-yl)methanesulfonamide tert-butyl(8-bromoimidazo[1,2-a]pyridin-6-yl)carbamate C(C)(C)(C)N(C(O)=O)C=1C=C(C=2N(C1)C=CN2)Br.ClC2=C(C(=CC(=C2)C(C)(C)C2=CC=C(OCC1=NC(=NC=C1)NS(=O)(=O)C)C=C2)C#N)C2=CC(=CC=C2)Cl